N-(4-(4-amino-7-(1-methyl-1H-pyrazol-4-yl)-3-(4-((4-methylpyrimidin-2-yl)oxy)phenyl)thieno[3,2-c]pyridin-2-yl)-2-(trifluoromethoxy)phenyl)methyl-acrylamide NC1=NC=C(C2=C1C(=C(S2)C2=CC(=C(C=C2)CNC(C=C)=O)OC(F)(F)F)C2=CC=C(C=C2)OC2=NC=CC(=N2)C)C=2C=NN(C2)C